5-(3-fluorophenoxy)-2-nitro-pyridine FC=1C=C(OC=2C=CC(=NC2)[N+](=O)[O-])C=CC1